C1(CC1)COC1=CC=C(N=N1)C(C(=O)N)(C)N1C[C@@H](C(CC1)(F)F)C=1N=CC(NC1)=O (6-(cyclopropylmethoxy)pyridazin-3-yl)-2-((R)-4,4-difluoro-3-(5-oxo-4,5-dihydropyrazin-2-yl)piperidin-1-yl)propanamide